COC1=C(C(=CC(=C1)C)C)C1=CC=C2C=CC(=NC2=N1)C=1CCN(C1)C(=O)OC(C)(C)C tert-butyl 4-[7-(2-methoxy-4,6-dimethyl-phenyl)-1,8-naphthyridin-2-yl]-2,3-dihydropyrrole-1-carboxylate